(S)-2-amino-3-(4-(2-amino-7-((3'-methoxy-[1,1'-biphenyl]-4-yl)methyl)-7H-pyrrolo[2,3-d]pyrimidine-4-yl)phenyl)propionic acid hydrochloride Cl.N[C@H](C(=O)O)CC1=CC=C(C=C1)C=1C2=C(N=C(N1)N)N(C=C2)CC2=CC=C(C=C2)C2=CC(=CC=C2)OC